C1(=CC=CC=C1)C=1N=C(OC1)C1=CC2=C(N(N=N2)C(C)C)C=C1 5-(4-phenyl-1,3-oxazol-2-yl)-1-(propan-2-yl)-1H-1,2,3-benzotriazole